(5R)-2-[6-(2-hydroxypropyl)pyridin-3-yl]-5-methyl-N-[(3S)-2-oxo-5-phenyl-1,3-dihydro-1,4-benzodiazepine-3-yl]-6,7-dihydro-5H-pyrazolo[5,1-b][1,3]Oxazine-3-carboxamide OC(CC1=CC=C(C=N1)C1=NN2C(O[C@@H](CC2)C)=C1C(=O)N[C@@H]1C(NC2=C(C(=N1)C1=CC=CC=C1)C=CC=C2)=O)C